Methyl-((S)-2,2,2-trifluoro-1-(8-(1-methyl-1H-imidazol-4-yl)dibenzo[b,d]furan-3-yl)ethyl)-L-leucine methyl ester COC([C@@H](N([C@H](C(F)(F)F)C=1C=CC2=C(OC3=C2C=C(C=C3)C=3N=CN(C3)C)C1)C)CC(C)C)=O